(4,4'-dibromo-[1,1'-biphenyl]-2-yl)methanamine BrC1=CC(=C(C=C1)C1=CC=C(C=C1)Br)CN